C(#N)C1=CC=C(CC[C@@]2(CN(CC2)CC2=NC=C(C=C2)OC)C(=O)NC2(COC2)C(F)(F)F)C=C1 (R)-3-(4-cyanophenethyl)-1-((5-methoxypyridin-2-yl)methyl)-N-(3-(trifluoromethyl)oxetan-3-yl)pyrrolidine-3-carboxamide